C(C)[C@H]1OC2=C(CNC1)C=CC1=CC=CC=C12 (R)-2-ethyl-2,3,4,5-tetrahydronaphtho[2,1-f][1,4]oxazepine